5-((2-Azaspiro[3.3]Heptan-6-yl)oxy)-2-((3,4-dihydroisoquinolin-2(1H)-yl)methyl)-4H-pyran-4-one bis-trifluoroacetate FC(C(=O)O)(F)F.FC(C(=O)O)(F)F.C1NCC12CC(C2)OC=2C(C=C(OC2)CN2CC1=CC=CC=C1CC2)=O